(R)-3-phenoxy-1-(4,4,5,5-tetramethyl-1,3,2-dioxaborolan-2-yl)propan-1-amine hydrochloride Cl.O(C1=CC=CC=C1)CC[C@H](N)B1OC(C(O1)(C)C)(C)C